FC=1C=C2NC(C=3N(C2=C(C1C=1C2=CN(N=C2C=CC1)C)F)C(=NN3)C)(C)C 7,9-Difluoro-1,4,4-trimethyl-8-(2-methyl-2H-indazol-4-yl)-5H-[1,2,4]triazolo[4,3-a]quinoxaline